2-phenyl-4-pentenoic acid C1(=CC=CC=C1)C(C(=O)O)CC=C